FC=1C=C(C=C(C1)F)B(F)F 3,5-difluorophenyl-difluoroborane